1,3-diphenyl-1-phenylimino-3-(2,6-dimethylphenylimino)propane C1(=CC=CC=C1)C(CC(=NC1=C(C=CC=C1C)C)C1=CC=CC=C1)=NC1=CC=CC=C1